di(4-butylphenyl) carbonate C(OC1=CC=C(C=C1)CCCC)(OC1=CC=C(C=C1)CCCC)=O